C(#N)N1C(=NC2=C1C=CC=C2)C2=CC=C(C=C2)Cl N-cyano-2-(4-chlorophenyl)benzimidazole